(4-nitrophenyl)methanesulfonamide [N+](=O)([O-])C1=CC=C(C=C1)CS(=O)(=O)N